BrC1=NNC2=NC(=NC(=C21)C#N)N2CCC1([C@@H](COC1)N[S@](=O)C(C)(C)C)CC2 (R)-N-((S)-8-(3-bromo-4-cyano-1H-pyrazolo[3,4-d]pyrimidin-6-yl)-2-oxa-8-azaspiro[4.5]dec-4-yl)-2-methylpropane-2-sulfinamide